6-amino-N-[2-(3-amino-4-methoxy-3-methylpyrrolidin-1-yl)-5,6,7,8-tetrahydroquinolin-6-yl]-2-methylthieno[2,3-d][1,3]thiazole-5-carboxamide NC1=C(SC=2N=C(SC21)C)C(=O)NC2CC=1C=CC(=NC1CC2)N2CC(C(C2)OC)(C)N